FC(C(=O)O)(F)F.C(=O)CN 1-formylmethylamine trifluoroacetate salt